5-nitrotetrazolium ammonium salt [NH4+].[N+](=O)([O-])C=1N=NN[NH+]1